C(C1=CC=CC=C1)OC1=CC2=C(N(N=C2C=C1)C)C(=O)NCCN1C(OCC1)=O 5-(benzyloxy)-2-methyl-N-[2-(2-oxo-1,3-oxazolidin-3-yl)ethyl]-2H-indazole-3-carboxamide